C1(CC1)OC1=NC=C(C(=C1)B1OC(C(O1)(C)C)(C)C)F 2-cyclopropoxy-5-fluoro-4-(4,4,5,5-tetramethyl-1,3,2-dioxaborolan-2-yl)pyridine